4-(4,6-bis(4-methoxystyryl)pyrimidin-2-oxy)butylguanidine trifluoroacetate FC(C(=O)O)(F)F.COC1=CC=C(C=CC2=NC(=NC(=C2)C=CC2=CC=C(C=C2)OC)OCCCCNC(=N)N)C=C1